CC(C)C=1SC(=CC1NC(NS(N(C=1C=NN(C1)C)[C@@H]1CN(C[C@@H](C1)F)C)(=O)=O)=O)C(C)C 3-[2,5-Bis(propan-2-yl)thiophen-3-yl]-1-{[(3S,5R)-5-fluoro-1-methylpiperidin-3-yl](1-methyl-1H-pyrazol-4-yl)sulfamoyl}urea